(R)-N-(1-(3-bromo-2-methylphenyl)propan-2-yl)-2,2-difluoro-3-methoxypropane-1-amine BrC=1C(=C(C=CC1)C[C@@H](C)NCC(COC)(F)F)C